C1(=CC=CC=C1)C=1CC(=NC2=C(N1)C=CC=C2)C2=CC=CC=C2 2,4-diphenyl-3H-1,5-benzodiazepine